FC1=C(C=CC=C1)C1=CC(=CN1S(=O)(=O)C=1C=NC=CC1)C=O 5-(2-fluorophenyl)-1-(pyridine-3-sulfonyl)-1H-pyrrole-3-formaldehyde